mono-(2,3-epoxypropyl) ether C(C1CO1)OCC1CO1